FC1C(C1)N1C(C(=CC=C1)NC(=O)C=1C(=NC=2N(C1)C=C(N2)C21COC(CC2)(C1)C)OC(C)C)=O N-(1-(2-fluorocyclopropyl)-2-oxo-1,2-dihydropyridin-3-yl)-7-isopropoxy-2-(1-methyl-2-oxabicyclo[2.2.1]hept-4-yl)imidazo[1,2-a]pyrimidine-6-carboxamide